C(CCC)N(C(NC1=CC=C(C=C1)O)=O)CC1=CC=C(C(=O)OC)C=C1 methyl 4-({butyl[(4-hydroxyphenyl)carbamoyl]amino} methyl)benzoate